ClC=1C=C(C=CC1F)C(NC(=O)[C@H]1NC(NC1)=O)C1=NC=C(C=C1)C#N (4S)-N-[(3-chloro-4-fluorophenyl)(5-cyanopyridin-2-yl)methyl]-2-oxoimidazolidine-4-carboxamide